(Z)-2-((3-benzyl-5-(3-hydroxy-2-methylphenyl)pyrazin-2-yl)amino)-3-(furan-2-yl)acrylic acid tert-butyl ester C(C)(C)(C)OC(/C(=C/C=1OC=CC1)/NC1=NC=C(N=C1CC1=CC=CC=C1)C1=C(C(=CC=C1)O)C)=O